C(C)C=1CC2=C(C3=CC=C(C=C3C(=C2CC1)OC(C)=O)Cl)OC(C=C)=O 2-ethyl-6-chloro-9-acryloyloxy-10-acetoxy-1,4-dihydroanthracene